C[C@@H]1[C@@H](N(C2CC1C2)C(=O)C2=NC(=CC=C2N2N=CC=N2)C)CNC=2OC1=C(N2)C=CC=C1 |o1:1,2| N-{[(3R,4S) or (3S,4R)-4-methyl-2-[6-methyl-3-(2H-1,2,3-triazol-2-yl)pyridine-2-carbonyl]-2-azabicyclo[3.1.1]heptan-3-yl]methyl}-1,3-benzoxazol-2-amine